1,1-bis(4-decylphenyl)phosphanamine C(CCCCCCCCC)C1=CC=C(C=C1)P(N)C1=CC=C(C=C1)CCCCCCCCCC